7-bromo-4-(bromomethyl)-2,2-dimethyl-2,3-dihydrobenzofuran BrC1=CC=C(C=2CC(OC21)(C)C)CBr